tert-butyl 3-((2-amino-3-bromo-5-(methoxycarbonyl)phenyl)ethynyl)piperidine-1-carboxylate NC1=C(C=C(C=C1Br)C(=O)OC)C#CC1CN(CCC1)C(=O)OC(C)(C)C